4-[5-(5-cyclopropyl-1,2,4-oxadiazol-3-yl)-1H-pyrrol-3-yl]-N-(piperidin-3-yl)-5-(trifluoromethyl)pyrimidin-2-amine C1(CC1)C1=NC(=NO1)C1=CC(=CN1)C1=NC(=NC=C1C(F)(F)F)NC1CNCCC1